5-(3-(Hydroxymethyl)-4-methylpiperazin-1-yl)-N-(6-(1-methyl-1H-pyrazol-4-yl)pyridin-2-yl)-2-morpholinooxazolo[4,5-b]pyridine-6-carboxamide Hydrochloride Cl.OCC1CN(CCN1C)C1=C(C=C2C(=N1)N=C(O2)N2CCOCC2)C(=O)NC2=NC(=CC=C2)C=2C=NN(C2)C